(3-(3-(Difluoro(imidazo[1,2-a]pyridin-6-yl)methyl)-[1,2,4]triazolo[4,3-b]pyridazin-6-yl)phenyl)dimethylphosphine Oxide FC(C1=NN=C2N1N=C(C=C2)C=2C=C(C=CC2)P(C)(C)=O)(C=2C=CC=1N(C2)C=CN1)F